[5-(2,4-difluorophenyl)isoxazol-3-yl]-[4,7-dimethyl-7-(1-methylpyrazol-4-yl)-4,6-dihydrothieno[3,2-c]pyridin-5-yl]methanone FC1=C(C=CC(=C1)F)C1=CC(=NO1)C(=O)N1C(C2=C(C(C1)(C=1C=NN(C1)C)C)SC=C2)C